(E)-N1-(2-(4-chlorostyryl)-6-methylquinazolin-4-yl)-N2-methylethane-1,2-diamine ClC1=CC=C(/C=C/C2=NC3=CC=C(C=C3C(=N2)NCCNC)C)C=C1